N-(4-chlorophenyl)-1-{3-fluoro-4-[6-methoxy-7-(3-morpholinopropoxy)quinolin-4-yloxy]phenyl}-4-methyl-6-oxo-1,6-dihydropyridazine-3-carboxamide ClC1=CC=C(C=C1)NC(=O)C1=NN(C(C=C1C)=O)C1=CC(=C(C=C1)OC1=CC=NC2=CC(=C(C=C12)OC)OCCCN1CCOCC1)F